P(=O)(OC1(C(C=CC=C1)C)C)(OCCCCCCCCCCCC)[O-] o-dimethylphenyl dodecyl phosphate